C([C@@H](CC)O)O (R)-1,2-butanediol